tert-Butyl (2S,3S)-3-(4-(2-methoxyethyl) piperazin-1-yl)-2-methylpyrrolidine-1-carboxylate COCCN1CCN(CC1)[C@@H]1[C@@H](N(CC1)C(=O)OC(C)(C)C)C